O=C(C(C(C(=O)O)([2H])[2H])([2H])[2H])N[C@@H](C(NC([2H])([2H])C1=CC=CC=C1)=O)C (R,S)-4-oxo-4-((1-oxo-1-((phenylmethyl-d2)amino)propan-2-yl)amino)butanoic acid-2,2,3,3-d4